7-(1-(1-Ethoxyethyl)-1H-pyrazol-4-yl)-8-isopropoxy-N-((3R,4S)-3-methylpiperidin-4-yl)-[1,2,4]triazolo[1,5-c]pyrimidin-2-amine C(C)OC(C)N1N=CC(=C1)C1=C(C=2N(C=N1)N=C(N2)N[C@@H]2[C@@H](CNCC2)C)OC(C)C